(1S,2S)-N-(6-(((R)-1-(6-cyclopropyl-8-(2-oxopyrrolidin-1-yl)imidazo[1,2-a]pyridin-2-yl)ethyl)amino)pyrimidin-4-yl)-2-(4-methylpyrimidin-2-yl)cyclopropane-1-carboxamide C1(CC1)C=1C=C(C=2N(C1)C=C(N2)[C@@H](C)NC2=CC(=NC=N2)NC(=O)[C@@H]2[C@H](C2)C2=NC=CC(=N2)C)N2C(CCC2)=O